CN1N=C(C=C1)\C=C\[N+](=O)[O-] 1-methyl-3-[(E)-2-nitroethenyl]pyrazole